2-fluoro-3-(4'-methoxy-1',2'-dihydrospiro[cyclobutane-1,3'-pyrrolo[2,3-b]pyridin]-5'-yl)-N-methylbenzamide FC1=C(C(=O)NC)C=CC=C1C=1C(=C2C(=NC1)NCC21CCC1)OC